C1(=CC=CC=C1)[C@H]1CCC2=NC=3C(=NC(=CC3)C=3C=NN(C3)C3CCOCC3)N21 (R)-8-phenyl-2-(1-(tetrahydro-2H-pyran-4-yl)-1H-pyrazol-4-yl)-7,8-dihydro-6H-pyrrolo[2',1':2,3]imidazo[4,5-b]pyridine